rac-(1S*,2S*)-2-(3-chloro-2-fluorophenyl)-N-(6-(((6-cyclopropylimidazo[1,2-a]pyridin-2-yl)methyl)amino)pyrimidin-4-yl)cyclopropane-1-carboxamide ClC=1C(=C(C=CC1)[C@@H]1[C@H](C1)C(=O)NC1=NC=NC(=C1)NCC=1N=C2N(C=C(C=C2)C2CC2)C1)F |r|